Cl.BrC1=CC=C(C=C1)C1=CC=C(N1C1=C(C=CC=C1)C(F)(F)F)C1=CC(=C(C(=O)NCCCN(C)C)C=C1)OC 4-[5-(4-bromophenyl)-1-[2-(trifluoromethyl)phenyl]pyrrol-2-yl]-N-[3-(dimethylamino)propyl]-2-methoxy-benzamide hydrochloride